C(C)NC(=O)C1=CC(=C(N1)C(=O)NC)O[C@H](C)C1=CC=C(C=C1)F |r| Racemic-N5-ethyl-3-(1-(4-fluorophenyl)ethoxy)-N2-methyl-1H-pyrrole-2,5-dicarboxamide